ClC(F)(Cl)Cl trichloromono-fluoromethane